FC1=CC2=C(N=CCCS2(=O)=O)C=C1 8-fluoro-1,1-dioxo-2,3-dihydro-1λ6,5-benzothiazepin